N6-2-(4-aminophenyl)ethyladenosine C1=CC(=CC=C1CCNC2=C3C(=NC=N2)N(C=N3)[C@H]4[C@@H]([C@@H]([C@H](O4)CO)O)O)N